C(CCCCCCC)(=O)SCCNC(CCNC([C@@H](C(COP(OP(OC[C@@H]1[C@H]([C@H]([C@@H](O1)N1C=NC=2C(N)=NC=NC12)O)OP(=O)(O)O)(=O)O)(=O)O)(C)C)O)=O)=O n-octanoyl-CoA